C(=O)C1=C(C=C(C(=C1)OC)OC)C1=CC2=CC(=C(C=C2C=C1C1=CC(=C(C=C1)OC)OC)OC)OC 2-(2-formyl-4,5-dimethoxyphenyl)-3-(3,4-dimethoxyphenyl)-6,7-dimethoxynaphthalene